BrC=1C=CC2=C(C(=NCC(N2)=O)C2=C(C=CC=C2F)F)C1Cl 7-Bromo-6-chloro-5-(2,6-difluorophenyl)-1,3-dihydro-1,4-benzodiazepine-2-One